6-(3-nitro-1H-pyrazol-4-yl)-3,4-dihydro-2H-isoquinolin-1-one [N+](=O)([O-])C1=NNC=C1C=1C=C2CCNC(C2=CC1)=O